1-(Pyrrolo[2,1-f][1,2,4]triazin-4-yl)-5-(trifluoromethyl)-1H-pyrazole-4-carboxylic acid N=1N2C(C(=NC1)N1N=CC(=C1C(F)(F)F)C(=O)O)=CC=C2